C1(O)CCC(O)C=C1 1,2,3,4-tetrahydroquinol